OCC1=CC=C(O1)C=NO 5-(Hydroxymethyl)-furan-2-carbaldehyde oxime